5-(1-(cyclopropylmethyl)hydrazino)-4-(methoxymethyl)-2H-benzo[b][1,4]oxazin-3(4H)-one C1(CC1)CN(N)C1=CC=CC=2OCC(N(C21)COC)=O